C(C)(C)(C)OC(N(CC1=C(C=CC2=CC=CC=C12)OCC1=CC=C(C=C1)F)CCCBr)=O (3-bromopropyl)((2-((4-fluorobenzyl)oxy)naphthalen-1-yl)methyl)carbamic acid tert-butyl ester